C(=C)(C)C1=CC=C2C(=N1)C=NN2 5-isopropenyl-1H-pyrazolo[4,3-b]pyridine